tert-butyl 7-(2-((5-cyanopyridin-2-yl)(2,4,6-trifluorobenzyl)amino)ethyl)-6,8-dioxa-2-azaspiro[3.5]nonane-2-carboxylate C(#N)C=1C=CC(=NC1)N(CCC1OCC2(CN(C2)C(=O)OC(C)(C)C)CO1)CC1=C(C=C(C=C1F)F)F